(2S)-2-(dimethylamino)-N-[7-fluoro-2-[[2-[2-oxo-3-(3-oxo-4H-pyrazino[2,3-b][1,4]oxazin-6-yl)oxazolidin-5-yl]ethylamino]methyl]indan-5-yl]propanamide CN([C@H](C(=O)NC=1C=C2CC(CC2=C(C1)F)CNCCC1CN(C(O1)=O)C1=NC2=C(OCC(N2)=O)N=C1)C)C